tert-butyl 7-[3-(2,6-dibenzyloxy-3-pyridyl)-1-methyl-indazol-6-yl]oxy-2-azaspiro[3.5]nonane-2-carboxylate C(C1=CC=CC=C1)OC1=NC(=CC=C1C1=NN(C2=CC(=CC=C12)OC1CCC2(CN(C2)C(=O)OC(C)(C)C)CC1)C)OCC1=CC=CC=C1